C(C=C)C=1C=C(C=CC1O)C1=CC(=C(C=C1)O)CC=C 3,3'-diallyl-4,4'-dihydroxybiphenyl